FC(CN1N=CC=2C1=NC(=CN2)N2CC1(CN(C1)C1=NC=CC(=C1)C(F)(F)F)CCC2)F 6-[1-(2,2-difluoroethyl)-1H-pyrazolo[3,4-b]pyrazin-6-yl]-2-[4-(trifluoromethyl)pyridin-2-yl]-2,6-diazaspiro[3.5]nonane